4-(1-(3-Amino-6-(2-hydroxyphenyl)pyridazin-4-yl)piperidin-3-yl)-3-methylbenzoic acid NC=1N=NC(=CC1N1CC(CCC1)C1=C(C=C(C(=O)O)C=C1)C)C1=C(C=CC=C1)O